FC1=CC(=C(C=C1)C=1N(C(=CC1C(=O)OC)C1=C2C(=NC=C1)N(C=C2)S(=O)(=O)C2=CC=CC=C2)COCC[Si](C)(C)C)C Methyl 2-(4-fluoro-2-methylphenyl)-5-[1-(phenylsulfonyl)-1H-pyrrolo[2,3-b]pyridin-4-yl]-1-{[2-(trimethylsilyl) ethoxy]methyl}-1H-pyrrole-3-carboxylate